ClC=1C(=CC(=C(C1)C1=C(N=CN1)C=1N=C2C=C(C=NC2=CC1)NCCN1CCN(CC1)C(C)C)F)F 6-[5-(5-chloro-2,4-difluoro-phenyl)-1H-imidazol-4-yl]-N-[2-(4-isopropylpiperazin-1-yl)ethyl]-1,5-naphthyridin-3-amine